BrC1=CC2=C(N=C(S2)C)C(=C1)F 6-bromo-4-fluoro-2-methyl-1,3-benzothiazole